C(C)(C)(C)OC(NC1=C2C(N(C=NC2=CC=C1)CCC(C)(C)C)=O)=O (3-(3,3-dimethylbutyl)-4-oxo-3,4-dihydroquinazolin-5-yl)carbamic acid tert-butyl ester